2-(5-fluoro-2-(3-(imidazo[1,2-a]pyridine-2-carboxamido)-4-(piperidin-1-yl)benzamido)phenyl)acetic acid FC=1C=CC(=C(C1)CC(=O)O)NC(C1=CC(=C(C=C1)N1CCCCC1)NC(=O)C=1N=C2N(C=CC=C2)C1)=O